1-(8-(4-(trifluoromethyl)phenyl)imidazo[1,2-a]pyrazin-6-yl)pyrrolidine-3-carboxylic acid FC(C1=CC=C(C=C1)C=1C=2N(C=C(N1)N1CC(CC1)C(=O)O)C=CN2)(F)F